C(C)(C)(C)[Si](Cl)(C1=CC=CC=C1)C1=CC=CC=C1 tert-butyl-diphenyl-Chlorosilane